2-azaspiro[3.5]nonane-2-carboxylic acid tert-butyl ester C(C)(C)(C)OC(=O)N1CC2(C1)CCCCC2